COC1=CC=2C(=C3C(=NC2C=C1OCCCN1CCCC1)CCC3)NC3CCN(CC3)C=3C=NC=CC3 N-{7-methoxy-6-[3-(pyrrolidin-1-yl)propoxy]-1H,2H,3H-cyclopenta[b]quinolin-9-yl}-1-(pyridin-3-yl)piperidin-4-amine